1-[6-chloro-3-(4-chlorophenyl)pyridazin-4-yl]cyclopropanecarbonitrile ClC1=CC(=C(N=N1)C1=CC=C(C=C1)Cl)C1(CC1)C#N